NC(C(=O)O)CC1=CC(=CC=C1)C(F)(F)F 2-amino-3-(3-trifluoromethylphenyl)propionic acid